NC1=NN=C(C(N1)=O)CNC(C(C)C)=O N-((3-amino-5-oxo-4,5-dihydro-1,2,4-triazin-6-yl)methyl)isobutyramide